5-fluoro-N,N-diethyltryptamine FC1=CC=C2NC=C(CCN(CC)CC)C2=C1